4-(5-chloro-2-(1H-tetrazol-1-yl)phenyl)-2,5-dimethoxypyridineid ClC=1C=CC(=C(C1)C1=C[C-](NC=C1OC)OC)N1N=NN=C1